N-((1R,2S)-2-aminocyclohexyl)-4-(5-methyl-7H-pyrrolo[2,3-d]pyrimidin-4-yl)-3,4-dihydro-2H-1,4-thiazine-6-carboxamide N[C@@H]1[C@@H](CCCC1)NC(=O)C1=CN(CCS1)C=1C2=C(N=CN1)NC=C2C